C(C1=C(C(=C(C(=C1C(CCC)C1=CC=CC=2NN=NC21)C)C)C)OC)C2=C(C(=C(C(=C2C(CCC)C2=CC=CC=1NN=NC12)C)C)C)OC methylenebis(benzotriazolyltetramethylbutylphenol)